OC=1C=C(C=CC1)C(C)=O 3'-Hydroxyacetophenone